N[C@@H](C(=O)N1CCN(CC1)C(C1=C(C=C(C=C1)NC=1C=2N(C=CN1)C(=CN2)C=2C(=NN(C2)CC#C)C(F)F)CC)=O)C (R)-2-amino-1-(4-(4-((3-(3-(difluoromethyl)-1-(prop-2-yn-1-yl)-1H-pyrazol-4-yl)imidazo[1,2-a]pyrazin-8-yl)amino)-2-ethylbenzoyl)piperazin-1-yl)propan-1-one